C(C=C)(=O)NC1=CC=C(C=C1)C1=C(C2=C(N=CN=C2N)N1C)C1=CCC(CC1)C(=O)N(C)C 4-(6-(4-acrylamidophenyl)-4-amino-7-methyl-7H-pyrrolo[2,3-d]pyrimidin-5-yl)-N,N-dimethylcyclohex-3-enecarboxamide